C(C)(C)(C)SC(=O)OC[C@H]1O[C@@]([C@@H]([C@@H]1O)O)(C#N)C1=CC=C2C(=NC=NN21)N [(2R,3S,4R,5R)-5-(4-aminopyrrolo[2,1-f][1,2,4]triazin-7-yl)-5-cyano-3,4-dihydroxy-tetrahydrofuran-2-yl]methyl tert-butylsulfanylformate